4-hydroxy-2(5H)-furanone OC1=CC(OC1)=O